methyl 2-(1-(6-butyl-3-(4-methoxyphenyl)pyrazin-2-yl)piperidin-4-yl)acetate C(CCC)C1=CN=C(C(=N1)N1CCC(CC1)CC(=O)OC)C1=CC=C(C=C1)OC